OC(=O)C(F)(F)F.[C@@H]12N(CC[C@H]2NC1)C(C)=O 1-[(1R,5R)-2,6-diazabicyclo[3.2.0]hept-2-yl]ethan-1-one TFA salt